BrC1=CN=C2C(=NC(=NN21)N[C@@H](C)CCC)N(CC2=CC=C(C=C2)OC)CC2=CC=C(C=C2)OC (S)-7-bromo-N4,N4-bis(4-methoxybenzyl)-N2-(pentan-2-yl)imidazo[2,1-f][1,2,4]triazine-2,4-diamine